4-[4-(1,4-dioxa-8-azaspiro[4.5]decan-8-yl)phenyl]piperidine-2,6-dione O1CCOC12CCN(CC2)C2=CC=C(C=C2)C2CC(NC(C2)=O)=O